C(C=C)(=O)OCCOC(C[NH+](C)C)=O [2-(acryloyloxy) ethyl](dimethylammonio)acetate